C(N)(=O)C1=CC(=C(COC2=CC=CC(=N2)C2=CC(=C(CC3=NC4=C(N3CCOC)C=C(C=C4)C(=O)O)C=C2F)F)C=C1)F (4-(6-((4-carbamoyl-2-fluorobenzyl)oxy)pyridin-2-yl)-2,5-difluorobenzyl)-1-(2-methoxyethyl)-1H-benzo[d]imidazole-6-carboxylic acid